P-hydroxynitrobenzene C1=CC(=CC=C1[N+](=O)[O-])O